2-benzyl 1-(tert-butyl) (2R,4S)-4-(4-benzylbenzyl)pyrrolidine-1,2-dicarboxylate C(C1=CC=CC=C1)C1=CC=C(C[C@H]2C[C@@H](N(C2)C(=O)OC(C)(C)C)C(=O)OCC2=CC=CC=C2)C=C1